N-(4-(4-(6-(4,4-difluoropiperidin-1-yl)pyrazin-2-yl)-1H-1,2,3-triazol-1-yl)-2-fluoro-5-(6-azaspiro[2.5]octan-6-yl)phenyl)-2-hydroxyethane-1-sulfonamide FC1(CCN(CC1)C1=CN=CC(=N1)C=1N=NN(C1)C1=CC(=C(C=C1N1CCC2(CC2)CC1)NS(=O)(=O)CCO)F)F